6-bromo-8-(1-((3,5-difluorophenyl)amino)ethyl)-2-morpholino-4H-chromen-4-one BrC=1C=C2C(C=C(OC2=C(C1)C(C)NC1=CC(=CC(=C1)F)F)N1CCOCC1)=O